CC1=NC(=CC=C1C=1C=CC(=C(C1)C1=CC=C(C=C1)N1C2=CC=C(C=C2C=2C=C(C=CC12)C)C)C1=NC(=NC(=N1)C1=CC=CC=C1)C1=CC=CC=C1)C 9-(5'-(2,6-dimethylpyridin-3-yl)-2'-(4,6-diphenyl-1,3,5-triazin-2-yl)-[1,1'-biphenyl]-4-yl)-3,6-dimethyl-9H-carbazole